1-methyl-4,5,6,7-tetrahydroimidazo[4,5-c]pyridine HCl Cl.CN1C=NC=2CNCCC21